tert-Butyl ((1r,4r)-4-(2-chloro-7-methyl-8-oxo-7,8-dihydro-9H-purin-9-yl)cyclohexyl)(2-(2,4-Dimethyl-5-nitrophenoxy)ethyl)carbamate ClC1=NC=C2N(C(N(C2=N1)C1CCC(CC1)N(C(OC(C)(C)C)=O)CCOC1=C(C=C(C(=C1)[N+](=O)[O-])C)C)=O)C